2-{3-[6-({6-[(1S,4S)-5-Methyl-2,5-diazabicyclo[2.2.1]heptan-2-yl]pyrazin-2-yl}amino)-[1,3]thiazolo[5,4-c]pyridin-2-yl]phenyl}propan-2-ol CN1[C@@H]2CN([C@H](C1)C2)C2=CN=CC(=N2)NC2=CC1=C(C=N2)SC(=N1)C=1C=C(C=CC1)C(C)(C)O